2-{methyl[6-(pentyloxy)-4-phenylquinolin-2-yl]amino}acetic acid CN(CC(=O)O)C1=NC2=CC=C(C=C2C(=C1)C1=CC=CC=C1)OCCCCC